ClC1=CC=CN2C=C(C=C12)C(=O)N1CC=2C(CC1C)=NNC2C(=O)NC(C(F)(F)F)C 5-(8-chloroindolizine-2-carbonyl)-6-methyl-N-(1,1,1-trifluoropropan-2-yl)-2H,4H,5H,6H,7H-pyrazolo[4,3-c]pyridine-3-carboxamide